CNC1=NC=C(C2=C1C=NN2)NC(C(N2[C@H](CC[C@@H](C2)C)C=2C=CC1=C(N=CS1)C2)=O)=O N-[4-(methylamino)-1H-pyrazolo[4,3-c]pyridin-7-yl]-2-oxo-2-[(2R,5S)-2-(1,3-benzothiazol-5-yl)-5-methyl-1-piperidyl]acetamide